(Z)-2-(2-(benzo[d]thiazol-2-yl)hydrazineylidene)-6-fluoro-2,3-dihydro-1H-inden-1-one S1C(=NC2=C1C=CC=C2)N\N=C\2/C(C1=CC(=CC=C1C2)F)=O